1-(4-(2-(4-chlorophenyl)but-3-yn-2-yl)thiazol-2-yl)-3-((R)-2,3-dihydroxypropyl)urea ClC1=CC=C(C=C1)C(C)(C#C)C=1N=C(SC1)NC(=O)NC[C@H](CO)O